BrC=1C=C(C=CC1)[C@H](SCC1=CN=CS1)C1=CC=CC=C1 |r| racemic-5-((((3-bromophenyl)(phenyl)methyl)thio)methyl)thiazole